S(=O)(=O)(ON1[C@@H]2CC[C@H](N(C1=O)C2)C(N)=O)OCC2(C(OCC2)=O)C (1R,2S,5R)-2-carbamoyl-7-oxo-1,6-diazabicyclo[3.2.1]octan-6-yl ((3-methyl-2-oxotetrahydrofuran-3-yl)methyl) sulfate